2,6-diisobutylphenol C(C(C)C)C1=C(C(=CC=C1)CC(C)C)O